ClC=1C(=C(C(=CC1)OC)C1=CC(=NC=C1C(=O)NC=1SC(N(N1)CCCCOC)=O)C)F 4-(3-Chloro-2-fluoro-6-methoxyphenyl)-N-(4-(4-methoxybutyl)-5-oxo-4,5-dihydro-1,3,4-thiadiazol-2-yl)-6-methylnicotinamide